4-chloro-1-hydroxyisoquinoline-7-sulfonyl chloride ClC1=CN=C(C2=CC(=CC=C12)S(=O)(=O)Cl)O